FC(C1=CC=CC(=N1)C(=O)C1=CN(C2=CC=CC=C12)C(=O)OCC1=CC(=C(C=C1)O[C@@H]1O[C@@H]([C@H]([C@@H]([C@H]1OC(C)=O)OC(C)=O)OC(C)=O)C(=O)OC)[N+](=O)[O-])(F)F [3-nitro-4-[(2S,3R,4S,5S,6S)-3,4,5-triacetoxy-6-methoxycarbonyl-tetrahydropyran-2-yl]oxy-phenyl]methyl 3-[6-(trifluoromethyl)pyridine-2-carbonyl]indole-1-carboxylate